C(C)NC(=O)[C@H]1O[C@H]([C@@H]([C@@H]1O)O)N1C2=NC(=NC(=C2N=C1)NC)C=1C=NC=C(C1)OC (2S,3S,4R,5R)-N-ethyl-3,4-dihydroxyl-5-(2-(5-methoxypyridin-3-yl)-6-(methylamino)-9H-purin-9-yl)tetrahydrofuran-2-carboxamide